C(C)C1=C2NC(C=3N(C2=C(C(=C1)C=1C=C(C=C2C(=CNC12)C(C(=O)OCC)=O)F)F)C(=NN3)C)(C)C ethyl 2-(7-{6-ethyl-9-fluoro-1,4,4-trimethyl-4H,5H-[1,2,4]triazolo[4,3-a]quinoxalin-8-yl}-5-fluoro-1H-indol-3-yl)-2-oxoacetate